1-[1-[methyl-[7-(tosyl)pyrrolo[2,3-d]pyrimidin-4-yl]amino]-3-piperidinyl]pyrrolid-2-one CN(N1CC(CCC1)N1C(CCC1)=O)C=1C2=C(N=CN1)N(C=C2)S(=O)(=O)C2=CC=C(C)C=C2